1-(1,3-dioxolan-2-yl)-4-methylpentane-3-one O1C(OCC1)CCC(C(C)C)=O